4-(indoline-1-carbonyl)-N-methyl-N-phenylbenzenesulfonamide N1(CCC2=CC=CC=C12)C(=O)C1=CC=C(C=C1)S(=O)(=O)N(C1=CC=CC=C1)C